(4E)-4-[3-(3-chlorophenyl)prop-2-yn-1-ylidene]-N-(2,2-dimethylpropyl)-3,3-dimethylpiperidine-1-carboxamide ClC=1C=C(C=CC1)C#C\C=C/1\C(CN(CC1)C(=O)NCC(C)(C)C)(C)C